ClC1=C(C(=CC=C1Cl)OC)C1CC2=C(N(N=C2)CC)C1 5-(2,3-dichloro-6-methoxyphenyl)-1-ethyl-1,4,5,6-tetrahydrocyclopenta[c]pyrazole